3,7-diethyl-1,1,1-trifluoromethylnonane-4,6-dione C(C)C(CC(CF)(CF)CF)C(CC(C(CC)CC)=O)=O